BrC1=C(C=C(C=C1)OC)CCC(CCC1=C(C=CC(=C1)OC)Br)=O 1,5-bis(2-bromo-5-methoxyphenyl)-3-pentanone